(1R)-1-(5-benzyl-3-((3-chlorophenoxy)methyl)-4,5-dihydroisoxazole-5-carboxamido)-3-methylbutylboron C(C1=CC=CC=C1)C1(CC(=NO1)COC1=CC(=CC=C1)Cl)C(=O)N[C@@H](CC(C)C)[B]